Tert-butyl (3-chloro-5-formylphenyl)carbamate ClC=1C=C(C=C(C1)C=O)NC(OC(C)(C)C)=O